4-chloro-6-(4-(4-isopropylpiperazin-1-yl)phenyl)-1-methyl-2-(1-(methylsulfonyl)piperidin-4-yl)-1H-benzo[d]imidazole ClC1=CC(=CC=2N(C(=NC21)C2CCN(CC2)S(=O)(=O)C)C)C2=CC=C(C=C2)N2CCN(CC2)C(C)C